C1(CCC1)OC1=CC=C(CNC(N(CC2=CC=C(C=C2)F)CC2CN(CC2)CC)=O)C=C1 3-(4-Cyclobutoxybenzyl)-1-((1-ethylpyrrolidin-3-yl)methyl)-1-(4-fluorobenzyl)urea